3,5-diiodo-L-tyrosine methyl ester COC([C@@H](N)CC1=CC(=C(C(=C1)I)O)I)=O